ethyl 5-amino-4-(tert-butoxycarbonyl)amino-6-methoxybenzo[B]thiophene-2-carboxylate NC1=C(C2=C(SC(=C2)C(=O)OCC)C=C1OC)NC(=O)OC(C)(C)C